o-methoxyphenylpropanol COC1=C(C=CC=C1)C(CC)O